C(C=C)OC(C=CC)OCC=C 1,1-bis(allyloxy)but-2-ene